4-((4-(3-fluorophenyl)-2-oxido-1,3,2-dioxaphosphinan-2-yl)amino)pyrimidin-2(1H)-one FC=1C=C(C=CC1)C1OP(OCC1)(=O)NC1=NC(NC=C1)=O